FC1([C@@H]([C@@H](N(C1)C(=O)C1OCC1)CC=1C(=C(C=CC1)C1=C(C(=CC=C1)F)F)F)NS(=O)(=O)CC)F N-{(2S,3R)-4,4-difluoro-1-(oxetane-2-carbonyl)-2-[(2,2',3'-trifluoro[1,1'-biphenyl]-3-yl)methyl]pyrrolidin-3-yl}ethanesulfonamide